1-methyl-2-oxoimidazoline-4-carboxylic acid tert-butyl ester maleate C(\C=C/C(=O)O)(=O)O.C(C)(C)(C)OC(=O)C1NC(N(C1)C)=O